methyl (S)-5-amino-6-(((trans)-3-cyanocyclohexyl)amino)-2-methyl-3,4-dihydroquinoline-1(2H)-carboxylate NC1=C2CC[C@@H](N(C2=CC=C1N[C@@H]1C[C@H](CCC1)C#N)C(=O)OC)C